C(C)(C)(C)OC(=O)N1CCC(CC1)OC1CC(C1)CO.FC1([C@H](CN(CC1)C(C(=O)NC=1N=NC(=CC1)OC)C)C1=CNC(C=C1)=O)F 2-((S)-4,4-difluoro-3-(6-oxo-1,6-dihydropyridin-3-yl)piperidin-1-yl)-N-(6-methoxypyridazin-3-yl)propionamide tert-Butyl-4-((1r,3r)-3-(hydroxymethyl)cyclobutoxy)piperidine-1-carboxylate